1-[6-(2-hydroxyphenyl)pyridazin-4-yl]-4-(2-methoxyphenyl)-N-methyl-N-(piperidin-4-yl)piperidine-4-carboxamide OC1=C(C=CC=C1)C1=CC(=CN=N1)N1CCC(CC1)(C(=O)N(C1CCNCC1)C)C1=C(C=CC=C1)OC